(4-(5-(2,3-dimethylphenyl)-6-methoxy-1H-pyrazolo[4,3-b]pyridin-3-yl)-1H-pyrazol-1-yl)piperidine-1-carboxylic acid methyl ester COC(=O)N1C(CCCC1)N1N=CC(=C1)C1=NNC=2C1=NC(=C(C2)OC)C2=C(C(=CC=C2)C)C